OCC=1N=NN(C1)C1=NC=C(C=N1)O 2-[4-(hydroxymethyl)-1,2,3-triazol-1-yl]pyrimidin-5-ol